7-(8-chloronaphthalen-1-yl)-N-methyl-N-((3R,5S)-5-methylpyrrolidin-3-yl)-2-((tetrahydro-1H-pyrrolizin-7a(5H)-yl)methoxy)-5,6,7,8-tetrahydropyrido[3,4-d]pyrimidin-4-amine ClC=1C=CC=C2C=CC=C(C12)N1CC=2N=C(N=C(C2CC1)N([C@H]1CN[C@H](C1)C)C)OCC12CCCN2CCC1